N1C=CC2=CC(=CC=C12)NC1C2=C(C=3N(CC1)N=NC3C)C=CC(=C2)C=2C=NN(C2)C N-(1H-indol-5-yl)-1-methyl-9-(1-methyl-1H-pyrazol-4-yl)-6,7-dihydro-5H-benzo[c][1,2,3]triazolo[1,5-a]azepin-7-amine